C1(=CC=CC=C1)S(=O)(=O)NC=1C=C(C=CC1)N1N=NC(=C1)C1=C(C(=O)O)C=CN=C1 (1-(3-(benzenesulfonamido)phenyl)-1H-1,2,3-triazol-4-yl)isonicotinic acid